Cl[Re-4](Cl)(Cl)(Cl)(Cl)Cl hexachlororhenium (II)